CN1N=CC2=C1N=C1N(C2=O)CCC1C=1OC(=C(C1)C)C (E)-1-methyl-8-(4,5-dimethylfuran-2-yl)-7,8-dihydro-1H-pyrazolo[3,4-d]pyrrolo[1,2-a]pyrimidin-4(6H)-one